NCC1=NNC(C2=CC=C(C=C12)C=1C=C(C=NC1)OC=1C=C(C#N)C=CC1)=O 3-((5-(4-(aminomethyl)-1-oxo-1,2-dihydrophthalazin-6-yl)pyridin-3-yl)oxy)benzonitrile